(E)-1-(3-(4-((4-([1,2,4]triazolo[1,5-a]pyridin-7-yloxy)-3-methylphenyl)amino)pyrrolo[2,1-f][1,2,4]triazin-5-yl)-3,8-diazabicyclo[3.2.1]octan-8-yl)-4-(dimethylamino)but-2-en-1-one N=1C=NN2C1C=C(C=C2)OC2=C(C=C(C=C2)NC2=NC=NN1C2=C(C=C1)N1CC2CCC(C1)N2C(\C=C\CN(C)C)=O)C